(4-fluoro-2,6-dimethoxyphenyl)acetonitrile FC1=CC(=C(C(=C1)OC)CC#N)OC